azetidine hydrogen chloride salt Cl.N1CCC1